N-(3-fluoro-2-((methylamino)methyl)benzyl)-N-(2-oxo-2-((2'-oxo-1,1',2',3-tetrahydrospiro[indene-2,3'-pyrrolo[2,3-b]pyridin]-5-yl)amino)ethyl)pivalamide FC=1C(=C(CN(C(C(C)(C)C)=O)CC(NC=2C=C3CC4(C(NC5=NC=CC=C54)=O)CC3=CC2)=O)C=CC1)CNC